(R)-1-(3-(1-((7-(4-aminopyridin-3-yl)-6-(2-methoxyethoxy)-2-methylquinazoline-4-yl)amino)ethyl)-2-fluorophenyl)-1,1-difluoro-2-methylpropan-2-ol NC1=C(C=NC=C1)C1=C(C=C2C(=NC(=NC2=C1)C)N[C@H](C)C=1C(=C(C=CC1)C(C(C)(O)C)(F)F)F)OCCOC